2-[3-[4-(3-chlorophenyl)piperazin-1-yl]propyl][1,2,4]triazolo[4,3-a]pyridin-3-one hydrochloride Cl.ClC=1C=C(C=CC1)N1CCN(CC1)CCCN1N=C2N(C=CC=C2)C1=O